4,5,6,7-tetrahydro-benzothiazole-6-amine S1C=NC2=C1CC(CC2)N